2-(10-bromo-5,5-dioxido-6H-dibenzo[c,e][1,2]thiazin-6-yl)-N-cyclohexylacetamide BrC1=CC=CC=2N(S(C3=C(C21)C=CC=C3)(=O)=O)CC(=O)NC3CCCCC3